(S)-4-((1-(8-chloro-2-(4-fluorophenyl)-1-oxo-1,2-dihydroisoquinolin-3-yl)ethyl)amino)quinazoline-6-carbonitrile ClC=1C=CC=C2C=C(N(C(C12)=O)C1=CC=C(C=C1)F)[C@H](C)NC1=NC=NC2=CC=C(C=C12)C#N